3-((1-ethylpyrrolidin-2-yl)methyl)amino-benzoate C(C)N1C(CCC1)CNC=1C=C(C(=O)[O-])C=CC1